(2-tert-butoxy-2-oxoethyl)zinc (II) bromide [Br-].C(C)(C)(C)OC(C[Zn+])=O